2,7-bis(1-naphthyl)-[1]benzothieno[3,2-b][1]benzothiophene C1(=CC=CC2=CC=CC=C12)C1=CC2=C(C=C1)C=1SC3=C(C1S2)C=CC(=C3)C3=CC=CC2=CC=CC=C32